(2S,4S)-1-(9H-fluoren-9-ylmethoxycarbonyl)-4-methoxy-pyrrolidine-2-carboxylic acid C1=CC=CC=2C3=CC=CC=C3C(C12)COC(=O)N1[C@@H](C[C@@H](C1)OC)C(=O)O